[Ni+2].C(C)(C)(C=1OC(C(N1)C1=CC=CC=C1)C1=CC=CC=C1)C=1OC(C(N1)C1=CC=CC=C1)C1=CC=CC=C1 isopropylidenebis[4,5-dihydro-4,5-diphenyloxazol] nickel (II)